CC1=NC=C(C(=C1)C1=CC=2N(C=C1)N=C(C2)NC2=CC=C(C=N2)C(=O)O)OC2C[C@@H]1COC[C@H](C2)N1 6-[[5-[2-methyl-5-[[(1S,5R,7s)-3-oxa-9-azabicyclo[3.3.1]nonan-7-yl]oxy]-4-pyridyl]pyrazolo[1,5-a]pyridin-2-yl]amino]pyridine-3-carboxylic acid